methyl 2-[2-[4-[4,6-bis(2,4-dimethylphenyl)-1,3,5-triazin-2-yl]-3-hydroxy-phenoxy]ethoxy]propanoate CC1=C(C=CC(=C1)C)C1=NC(=NC(=N1)C1=C(C=C(C=C1)C)C)C1=C(C=C(OCCOC(C(=O)OC)C)C=C1)O